C(C)(C)NC1=NC(=NC(=N1)NC=1N=CN(C1)C)C1=CC=CC=C1 N2-isopropyl-N4-(1-methyl-1H-imidazol-4-yl)-6-phenyl-1,3,5-triazine-2,4-diamine